1-Ethyl-3-methylimidazolium thiocyanat [S-]C#N.C(C)N1C=[N+](C=C1)C